CC1=NC=CC(=C1C#N)C 2,4-dimethylpyridine-3-carbonitrile